C(C=C)OCCOC=1C=CC2=C(SC(=C2)C(=O)NC=2C=C(C=CC2C)NC(=O)C2=CC3=C(OCCO3)C=C2)C1 N-(3-(6-(2-(Allyloxy)ethoxy)benzo[b]thiophene-2-carboxamido)-4-methylphenyl)-2,3-dihydrobenzo[b][1,4]dioxine-6-carboxamide